tert-Butyl N-[5-[2-chloro-4-[2-[[3-(2,2-dimethylpropyl)isoxazol-5-yl]amino]-2-oxoethyl]-3-fluoro-phenyl]-4-cyano-2-isopropyl-pyrazol-3-yl]carbamate ClC1=C(C=CC(=C1F)CC(=O)NC1=CC(=NO1)CC(C)(C)C)C=1C(=C(N(N1)C(C)C)NC(OC(C)(C)C)=O)C#N